CSC=1C=2N(C=C(C1)C=1C=NN(C1)C1CCNCC1)N=CC2C#N 4-Methylsulfanyl-6-[1-(4-piperidyl)pyrazol-4-yl]pyrazolo[1,5-a]pyridine-3-carbonitrile